F[C@@H](C1=CC2=C(SC(=C2)C(=O)OCC=C)C=C1)P(=O)(OC1=CC=CC=C1)N[C@H](C(=O)OCC1=NN=NN1C)C allyl 5-((1R)-fluoro((((S)-1-((1-methyl-1H-tetrazol-5-yl)methoxy)-1-oxopropan-2-yl)amino)(phenoxy)phosphoryl)methyl)benzo[b]thiophene-2-carboxylate